3,4-dihydropyrimidin-4-one trifluoroacetate salt FC(C(=O)O)(F)F.N1=CNC(C=C1)=O